(4S)-Z-propenylpyrrolidine C(=C/C)/N1CCCC1